ClC=1C=CC2=C(C(=NC3=C(O2)C=CC(=C3)F)N3CCNCC3)C1 2-Chloro-8-fluoro-11-(piperazin-1-yl)dibenzo[b,f][1,4]oxazepine